CC1CCC=2C1=NC(=CC2CN2C[C@H](OCC2)C)C(=O)O 7-methyl-4-(((R)-2-methylmorpholino)methyl)-6,7-dihydro-5H-cyclopenta[b]pyridine-2-carboxylic acid